3-((2S)-3-(8-(5-bromopyridin-3-ylsulfonyl)-1-oxa-8-azaspiro[4.5]decan-3-ylamino)-2-hydroxypropoxy)-N-methylbenzenesulfonamide BrC=1C=C(C=NC1)S(=O)(=O)N1CCC2(CC(CO2)NC[C@@H](COC=2C=C(C=CC2)S(=O)(=O)NC)O)CC1